(3aS,9bR)-3-propyl-1,2,3a,4,5,9b-hexahydrobenzo[e]indol-8-ol C(CC)N1CC[C@@H]2C3=C(CC[C@H]12)C=CC(=C3)O